C(C)C(C(=O)[O-])CCCC.C(C)C(C(=O)O)CCCC.[Na+] sodium 2-ethylhexanoate (2-ethylhexanoate)